(R)-N-(5-cyclopropyl-1H-pyrazol-3-yl)-2-(4-(2-oxopyrrolidin-1-yl)phenyl)propenamide C1(CC1)C1=CC(=NN1)NC(C(=C)C1=CC=C(C=C1)N1C(CCC1)=O)=O